COC(C1=CC(=C(C=C1)NCC1=CC=C(C=C1)Cl)N)=O 3-amino-4-(4-chlorobenzyl)aminobenzoic acid methyl ester